COC(=O)C=1C=CC=C2C=CN(C12)CC1=NN(C2=CC=C(C=C12)C1=C2C=CN=C(C2=CC=C1)N)C1COCC1 1-((5-(1-aminoisoquinolin-5-yl)-1-(tetrahydrofuran-3-yl)-1H-indazol-3-yl)methyl)-1H-indole-7-carboxylic acid methyl ester